ClC=1C=C2C(=CC1)NC(C21CCN(CC1)CCOC1=CC(=C(C=C1)C(=O)N1CCOCC1)F)=O 5-chloro-1'-{2-[3-fluoro-4-(morpholine-4-carbonyl)phenoxy]ethyl}-1,2-dihydrospiro[indole-3,4'-piperidin]-2-one